[Na+].N(=NC(C(=O)[O-])CC(C)C#N)C(C(=O)[O-])CC(C)C#N.[Na+] azobis(4-cyanovaleric acid) sodium salt